methyl (3S)-3-[(2S)-4-hydroxy-2-({N-[(4-methoxy-1H-indol-2-yl) carbonyl]-L-leucyl} amino)-3-oxobutyl]-2-oxopyrrolidine-1-carboxylate OCC([C@H](C[C@H]1C(N(CC1)C(=O)OC)=O)NC([C@@H](NC(=O)C=1NC2=CC=CC(=C2C1)OC)CC(C)C)=O)=O